6,8-difluoro-3,4-dihydro-2H-naphthalen-1-one FC=1C=C2CCCC(C2=C(C1)F)=O